O.[Al].[Ca] calcium aluminum water